ClC=1C=CC=C2C(C(CSC12)C(C(=O)OCC)=O)=O ethyl 2-(8-chloro-4-oxothiochroman-3-yl)-2-oxoacetate